The molecule is a glycosyl alditol derivative consisting of 2-acetamido-2-deoxy-D-glucopyranose, D-galactopyranose and 2-acetamido-2-deoxy-D-galactitol residues joined in sequence by (1->3) glycosidic bonds. It is a glycosyl alditol derivative, a member of acetamides and a partially-defined glycan. It derives from a N-acetyl-D-galactosaminitol. CC(=O)N[C@@H]1[C@H]([C@@H]([C@H](OC1O[C@H]2[C@H]([C@H](OC([C@@H]2O)O[C@H]([C@H](CO)NC(=O)C)[C@H]([C@@H](CO)O)O)CO)O)CO)O)O